C1=CC=CC2=CC3=CC=CC=C3C(=C12)C1=CC=CC=2OC3=C(C21)C=CC=C3 1-(anthracen-9-yl)dibenzofuran